CC1C/C=C/CCCCCCCCOCC1 (E)-13-methyloxacyclopentadec-10-en